6'-{4-[methyl(2-phenylethyl)amino]butoxy}-2',3'-dihydrospiro[cyclohexane-1,1'-indene]-4-carboxylic acid CN(CCCCOC1=CC=C2CCC3(C2=C1)CCC(CC3)C(=O)O)CCC3=CC=CC=C3